1,2-dioctyl-sn-glycerol C(CCCCCCC)OC[C@@H](OCCCCCCCC)CO